CC1(O[C@H]2[C@@H](O1)O[C@@H](C2)CO)C ((3aR,5S,6aR)-2,2-Dimethyltetrahydrofuro[2,3-d][1,3]dioxol-5-yl)methanol